(6-((5-(3-(4-(trifluoromethyl)phenyl)1,2,4-oxadiazol-5-yl)pyrazin-2-yl)oxy)1-methyl-1H-indol-2-yl)(4-(4-(2,2,2-trifluoroethoxy)benzyl)piperazin-1-yl)methanone FC(C1=CC=C(C=C1)C1=NOC(=N1)C=1N=CC(=NC1)OC1=CC=C2C=C(N(C2=C1)C)C(=O)N1CCN(CC1)CC1=CC=C(C=C1)OCC(F)(F)F)(F)F